C(C)[C@H]1COCCN1C1=NC(=NC(=C1)CS(=O)(=O)C(C)C)C1=CC=C2C(=N1)C=C(N2)CNC (S)-1-(5-(4-(3-ethylmorpholino)-6-((isopropylsulfonyl)methyl)pyrimidin-2-yl)-1H-pyrrolo[3,2-b]pyridin-2-yl)-N-methylmethanamine